O1C=C(C=C1)C(=O)NC=1C=C(C(=O)OC)C=CC1I methyl 3-(furan-3-amido)-4-iodobenzoate